BrC1=C2CCN(CC2=CC=C1)C1=CC=C(C=C1)OC 5-bromo-2-(4-methoxyphenyl)-1,2,3,4-tetrahydroisoquinoline